O=C(CNC(=O)C1=NOC(=C1)C1=C(C=CC=C1)O)N1CCC(CC1)OC1=CC(=CC=C1)C(F)(F)F 5-(2-Hydroxy-phenyl)-isoxazole-3-carboxylic acid {2-oxo-2-[4-(3-trifluoromethyl-phenoxy)-piperidin-1-yl]-ethyl}-amide